7-Chloro-1-(2-(4-methoxypiperidin-1-yl)ethoxy)isoquinoline ClC1=CC=C2C=CN=C(C2=C1)OCCN1CCC(CC1)OC